Br.Br.ClC1=CC=C(C=C1)\N=C(/N)\SCC1=C(C=C(C(=C1)F)F)CSC(N)=NC1=CC=C(C=C1)Cl (4,5-Difluoro-1,2-phenylene)bis(methylene) (E,E)-bis(N'-(4-chlorophenyl)carbamimidothioate) dihydrobromide